1-methoxy-3-(trityloxy)propan-2-ol COCC(COC(C1=CC=CC=C1)(C1=CC=CC=C1)C1=CC=CC=C1)O